3,3'-(benzylazanediyl)bis(propan-1-ol) C(C1=CC=CC=C1)N(CCCO)CCCO